N-(4-(1H-benzo[d]imidazol-2-yl)-1,2,5-oxadiazol-3-yl)-2-(2-amino-6-hydroxy-9H-purin-9-yl)acetamide N1C(=NC2=C1C=CC=C2)C=2C(=NON2)NC(CN2C1=NC(=NC(=C1N=C2)O)N)=O